C(C1=CC=CC=C1)OC(=O)N(CC(CCC(C(=O)O)(C)C1=CC(=CC=C1)I)(C)C)C 6-(((benzyloxy)carbonyl)(methyl)amino)-2-(3-iodophenyl)-2,5,5-trimethylhexanoic acid